N[C@H]1CN(CCC1)C(=O)C1=CC2=C(N(C(=N2)C2=CC=3C(=NC(=CC3)N3S(CCC3)(=O)=O)N2CC2CC2)C)C(=C1)OC (R)-(3-aminopiperidin-1-yl)(2-(1-(cyclopropylmethyl)-6-(1,1-dioxidoisothiazolidin-2-yl)-1H-pyrrolo[2,3-b]pyridin-2-yl)-7-methoxy-1-methyl-1H-benzo[d]imidazol-5-yl)methanone